3-Bromo-7-hydroxyquinoline BrC=1C=NC2=CC(=CC=C2C1)O